C1(CC1)C=1N=C(N=NC1)N[C@H]1CNCCC1 (R)-3-((5-cyclopropyl-1,2,4-triazin-3-yl)amino)piperidin